ClC=1C=C2C=NN(C2=CC1OCC1=NOC(=C1)C([2H])([2H])[2H])C1OCCCC1 3-(((5-chloro-1-(tetrahydro-2H-pyran-2-yl)-1H-indazol-6-yl)oxy)methyl)-5-(methyl-d3)isoxazole